FC(OC1=C(C=C2C(=CN(C(C2=C1)=O)C1=C2C=CN(C2=CC(=C1)F)C)C(=O)N1CCOCC1)OC)F 7-(difluoromethoxy)-2-(6-fluoro-1-methyl-1H-indol-4-yl)-6-methoxy-4-(morpholine-4-carbonyl)isoquinolin-1(2H)-one